2,6-diiodotoluene IC1=C(C)C(=CC=C1)I